C1(CC1)N1CCN(CC1)C1CCN(CC1)C1=C(C=C(C(=C1)OC)NC1=NC=NC(=C1)N1OCC[C@@H]1C1=CC(=C(C=C1)F)OC1=CC(=CC=C1)F)NC(C=C)=O (R)-N-(2-(4-(4-cyclopropylpiperazin-1-yl)piperidin-1-yl)-5-((6-(3-(4-fluoro-3-(3-fluorophenoxy)-phenyl)isoxazolidin-2-yl)pyrimidin-4-yl)amino)-4-methoxyphenyl)acrylamide